CC(=CCC/C(=C/C/C=C(\C)/C=C)/C)C trans-α-farnesene